O1C(CCCC1)O[C@@H](C)C=1N(C=CN1)CC1=NOC(=C1)C1=CC=C(C=C1)C#CC1=CC=C(C=C1)C(CO)O 1-(4-((4-(3-((2-((1S)-1-((tetrahydro-2H-pyran-2-yl)oxy)ethyl)-1H-imidazol-1-yl)methyl)isoxazol-5-yl)phenyl)ethynyl)phenyl)Ethane-1,2-diol